CC1N(CCNC1)C1=NC=CC=N1 2-(2-methylpiperazin-1-yl)pyrimidine